N[C@@H]1C=2C(=NC=CC2)CC12CCN(CC2)C=2N=NC(=CN2)SC2=C(C(=NC=C2)N2CCC(CC2)O)Cl (S)-1-(4-((3-(5-amino-5,7-dihydrospiro[cyclopenta[b]pyridine-6,4'-piperidin]-1'-yl)-1,2,4-triazin-6-yl)thio)-3-chloropyridin-2-yl)piperidin-4-ol